C(C)(C)(C)/C(=C/C(C(C)(C)C)=O)/O[Mn](O\C(=C/C(C(C)(C)C)=O)\C(C)(C)C)O\C(=C/C(C(C)(C)C)=O)\C(C)(C)C Tris[(Z)-1-tert-butyl-4,4-dimethyl-3-oxo-pent-1-enoxy]manganese